(R)-tert-butyl (1-(6-acrylamidophthalazin-1-yl)pyrrolidin-3-yl)carbamate C(C=C)(=O)NC=1C=C2C=NN=C(C2=CC1)N1C[C@@H](CC1)NC(OC(C)(C)C)=O